(R)-1-(5-((2-fluorobenzyl)oxy)-1H-indol-1-yl)-N,N-dimethylpropan-2-amine FC1=C(COC=2C=C3C=CN(C3=CC2)C[C@@H](C)N(C)C)C=CC=C1